(6-methoxy-3-phenyl-1H-indol-2-yl)(2-methoxyphenyl)(phenyl)methanol COC1=CC=C2C(=C(NC2=C1)C(O)(C1=CC=CC=C1)C1=C(C=CC=C1)OC)C1=CC=CC=C1